C(#C)C=1C(=CC=C2C=C(C=C(C12)C1=C(C=2N=C(N=C(C2C=N1)N1CCN(C[C@@H](C1)NC(C=C)=O)C)OCC12CCCN2CCC1)F)O)F (S)-N-(1-(7-(8-ethynyl-7-fluoro-3-hydroxynaphthalen-1-yl)-8-fluoro-2-((tetrahydro-1H-pyrrolizin-7a(5H)-yl)methoxy)pyrido[4,3-d]pyrimidin-4-yl)-4-methyl-1,4-diazepan-6-yl)acrylamide